2-Ethyl 3-fluoro-4-(1-(hydroxyimino)ethyl)benzoate FC=1C=C(C(=O)OCC)C=CC1C(C)=NO